COC(=O)C=1C(=NC(=NC1OC)NC(=O)OC(C)(C)C)C=O.BrC1=CN=C(S1)C(C)OC 5-bromo-2-(1-methoxyethyl)thiazole methyl-2-((tert-butoxycarbonyl)amino)-4-formyl-6-methoxypyrimidine-5-carboxylate